((1R,2S)-1-(((2R,3S,4R,5R)-5-(6-chloro-4-(cyclopentylamino)-1H-pyrazolo[3,4-d]pyrimidin-1-yl)-3,4-dihydroxytetrahydrofuran-2-yl)methoxy)-2-hydroxypropyl)phosphonic acid ClC1=NC(=C2C(=N1)N(N=C2)[C@H]2[C@@H]([C@@H]([C@H](O2)CO[C@@H]([C@H](C)O)P(O)(O)=O)O)O)NC2CCCC2